BrC=1C=C(C=C2C(N(C(=NC12)C1CCOCC1)C)=O)F 8-bromo-6-fluoro-3-methyl-2-(tetrahydro-2H-pyran-4-yl)quinazolin-4(3H)-one